(E)-N'-(1H-imidazol-2-yl)N,N-dimethylformimidamide N1C(=NC=C1)/N=C/N(C)C